C(C)(C)(C)OC(NC1CCN(CC1)C1=C(C=NC2=CC=C(C=C12)Cl)C1=CC(=CC(=C1)O)F)=O {1-[6-chloro-3-(3-fluoro-5-hydroxy-phenyl)-quinolin-4-yl]-piperidin-4-yl}-carbamic acid tert-butyl ester